FC(C=1C=C(COC2=CC=C(C=C2)NC2=NC=NC3=CC=C4C(=C23)OCCN4C(C=C)=O)C=CC1)(F)F 1-(10-((4-((3-trifluoromethyl-benzyl)oxy)phenyl)amino)-2,3-dihydro-4H-[1,4]oxazino[2,3-f]quinazolin-4-yl)prop-2-en-1-one